C(C)OC1=NC=CC=C1C1=CC(=C2C(=N1)C=NN2C(C)C)N2CCCC2 5-(2-ethoxy-3-pyridinyl)-1-isopropyl-7-pyrrolidin-1-yl-pyrazolo[4,3-b]pyridine